tin antimony silver [Ag].[Sb].[Sn]